N2-(2-(1-(Cyclopropylsulfonyl)-1H-pyrazol-4-yl)pyrimidin-4-yl)-N4-(4-((dimethyl-amino)methyl)benzyl)-5-((1-(2-fluoroethyl)-1H-pyrazol-4-yl)ethynyl)pyridine-2,4-diamine C1(CC1)S(=O)(=O)N1N=CC(=C1)C1=NC=CC(=N1)NC1=NC=C(C(=C1)NCC1=CC=C(C=C1)CN(C)C)C#CC=1C=NN(C1)CCF